4-(butylcarbamoyl)-2-((4,7,10-tris(carboxymethyl)-1,4,7,10-tetraazacyclododecan-1-yl)methyl)pyridine 1-oxide C(CCC)NC(=O)C1=CC(=[N+](C=C1)[O-])CN1CCN(CCN(CCN(CC1)CC(=O)O)CC(=O)O)CC(=O)O